(R)-(8-((4-((1-methoxypropan-2-yl)amino)-3-(trifluoromethyl)-1H-pyrrolo[2,3-b]pyridin-6-yl)amino)-2,3-dihydrobenzo[b][1,4]dioxin-5-yl)(morpholino)methanone COC[C@@H](C)NC1=C2C(=NC(=C1)NC1=CC=C(C3=C1OCCO3)C(=O)N3CCOCC3)NC=C2C(F)(F)F